4-fluoro-1-{4-oxo-4h,5h,6h,7h,8h-pyrazolo[1,5-a][1,4]diazepine-2-carbonyl}-N-{phenyl-[4-(prop-2-yl)phenyl]methyl}pyrrolidine-2-carboxamide FC1CC(N(C1)C(=O)C1=NN2C(C(NCCC2)=O)=C1)C(=O)NC(C1=CC=C(C=C1)C(C)C)C1=CC=CC=C1